((2R,3S,5R)-2-ethynyl-5-(2-fluoro-6-tetradecanamido-9H-purin-9-yl)-3-hydroxytetra-hydrofuran-2-yl)methyl heptanoate C(CCCCCC)(=O)OC[C@]1(O[C@H](C[C@@H]1O)N1C2=NC(=NC(=C2N=C1)NC(CCCCCCCCCCCCC)=O)F)C#C